4-(4-(benzylthio)-2H-1,2,3-triazol-2-yl)-2-(trifluoromethyl)pyridine C(C1=CC=CC=C1)SC1=NN(N=C1)C1=CC(=NC=C1)C(F)(F)F